O[C@H]1[C@@H](O[C@@H]([C@H]1O)CO)C=1C(NC(NC1)=S)=S 5-((2S,3R,4S,5R)-3,4-dihydroxy-5-(hydroxymethyl)tetrahydrofuran-2-yl)pyrimidine-2,4(1H,3H)-dithione